lithium [5,10,15,20-tetraethynyl]porphyrin magnesium [Mg].C(#C)C=1C2=CC=C(N2)C(=C2C=CC(C(=C3C=CC(=C(C=4C=CC1N4)C#C)N3)C#C)=N2)C#C.[Li]